2,4-Bis(4-hydroxyphenyl)-2-methylbutan OC1=CC=C(C=C1)C(C)(CCC1=CC=C(C=C1)O)C